2-methyl-5-(3-cyanophenyl)-N-(3-(2,2-difluoropropyl)-1,2,4-thiadiazol-5-yl)thiophene-3-carboxamide CC=1SC(=CC1C(=O)NC1=NC(=NS1)CC(C)(F)F)C1=CC(=CC=C1)C#N